N(=C=S)C1=CC=C(C=C1)C#CC1=CC(=NC(=C1)C(=O)O)C(=O)O 4-((4-isothiocyanatophenyl)ethynyl)pyridine-2,6-dicarboxylic acid